1-(2-bromothiazol-5-yl)-2-methylpropan-2-ol BrC=1SC(=CN1)CC(C)(O)C